(3S,4R)-4-(4-bromo-5-chloro-1-methyl-pyrazol-3-yl)-1-methyl-2-oxo-N-(2,3,4-trifluorophenyl)pyrrolidine-3-carboxamide BrC=1C(=NN(C1Cl)C)[C@@H]1[C@H](C(N(C1)C)=O)C(=O)NC1=C(C(=C(C=C1)F)F)F